2-acetamido-3-oxo-3-(p-tolyl)propionic acid methyl ester COC(C(C(C1=CC=C(C=C1)C)=O)NC(C)=O)=O